C1(CC1)[C@@H](C(=O)N1CC2(CC2)[C@@H]([C@@H]1CC=1C(=C(C=CC1)C1=CC=CC=C1)F)NS(=O)(=O)C(F)F)O N-((6S-7S)-5-((S)-2-cyclopropyl-2-hydroxyacetyl)-6-((2-fluoro-[1,1'-biphenyl]-3-yl)methyl)-5-azaspiro[2.4]heptan-7-yl)-1,1-difluoromethanesulfonamide